bis(γ-aminopropyl)tetramethyldisiloxane C[Si](C)(CCCN)O[Si](C)(C)CCCN